13-hexadecadienyl chloride C=CC=CCCCCCCCCC(CCC)Cl